FC1=CC=C(C(=N1)C)OC1=C(C(=O)NC2=CC(=CC=C2)[S@](=SC)(=O)N)C(=C(C=N1)C(F)(F)F)C (R)-2-((6-fluoro-2-methylpyridin-3-yl)oxy)-4-methyl-N-(3-(S-methylamino-thiosulfonyl)phenyl)-5-(trifluoromethyl)nicotinamide